FS(=O)(=O)[N-]S(=O)(=O)F.[K+] Potassium Bis(fluorosulfonyl)azanide